3-(1-oxo-4-((4-(piperidin-1-ylmethyl)benzyl)thio)isoindolin-2-yl)piperidine-2,6-dione O=C1N(CC2=C(C=CC=C12)SCC1=CC=C(C=C1)CN1CCCCC1)C1C(NC(CC1)=O)=O